CS(=O)(=O)CCCCCCN1C(=NC=2C(=NC(=C(C21)C)C)N)CCC 1-[6-(methylsulfonyl)hexyl]-6,7-dimethyl-2-propyl-1H-imidazo[4,5-c]pyridin-4-amine